C1=CCCC1 (4R)-Cyclopent-1-en